FC1=CC=C(C=C1)C=CC1C(CCC1)CC(=O)OCC ethyl 2-(2-(4-fluoro-phenyl)-vinyl)-cyclopentylacetate